1-[bis(3-methoxybenzyl)aminocarbonyloxyethoxy]-5-[bis(3-methoxybenzyl)aminocarbonyloxyethoxy]-3-(dimethylamino)pentane COC=1C=C(CN(C(=O)OCCOCCC(CCOCCOC(=O)N(CC2=CC(=CC=C2)OC)CC2=CC(=CC=C2)OC)N(C)C)CC2=CC(=CC=C2)OC)C=CC1